C(CCCCCCC)(=O)O.C(CCCCCCC)(=O)O.OC[C@H](O)[C@@H](O)[C@H](O)[C@H](O)CO sorbitol dicaprylate